3-(2-Amino-benzooxazol-5-yl)-1-isopropyl-N*6*-methyl-1H-pyrazolo[3,4-d]pyrimidine-4,6-diamine NC=1OC2=C(N1)C=C(C=C2)C2=NN(C1=NC(=NC(=C12)N)NC)C(C)C